4-(5-chloro-2-(difluoromethoxy)phenyl)-N-(5-methoxy-1,3,4-thiadiazol-2-yl)-6-methylnicotinamide ClC=1C=CC(=C(C1)C1=CC(=NC=C1C(=O)NC=1SC(=NN1)OC)C)OC(F)F